acetic acid (+/-)-2-(4-methyl-3-cyclohexen-1-yl)-2-propyl ester CC1=CC[C@@H](CC1)C(C)(C)OC(C)=O |r|